N1=NC(=CC2=C1C1=C(CCC2)C=CC=C1)N1N=C(N=C1N)NC=1C=CC2=C(CC[C@H](CC2)N(CC2CCCC2)CC2CCCC2)C1 1-(6,7-dihydro-5H-benzo[6,7]cyclohepta[1,2-c]pyridazin-3-yl)-N3-((7S)-7-(di(cyclopentylmethyl)amino)-6,7,8,9-tetrahydro-5H-benzo[7]annulene-2-yl)-1H-1,2,4-triazole-3,5-diamine